4-(2-chloro-4-((3-(1-(cyanomethyl)-3-(trifluoromethyl)-1H-pyrazol-4-yl)imidazo[1,2-a]pyrazin-8-yl)amino)benzoyl)-N-((3-hydroxyazetidin-3-yl)methyl)piperazine-1-carboxamide ClC1=C(C(=O)N2CCN(CC2)C(=O)NCC2(CNC2)O)C=CC(=C1)NC=1C=2N(C=CN1)C(=CN2)C=2C(=NN(C2)CC#N)C(F)(F)F